2,2'-dithio-dibenzoic acid C(C1=C(C=CC=C1)SSC1=C(C(=O)O)C=CC=C1)(=O)O